(E)-N-(6,6-dimethylhept-2-en-4-ynyl)-N-methyl-1-naphthamine hydrochloride Cl.CC(C#C/C=C/CN(C1=CC=CC2=CC=CC=C12)C)(C)C